C(C)OC(=O)C=1C=NC(=NC1)N(CC1=CC(=CC(=C1)OC(C)C)O)C(=O)OC(C)(C)C 2-((tert-Butoxycarbonyl)(3-hydroxy-5-isopropoxy-benzyl)amino)pyrimidine-5-carboxylic acid ethyl ester